N-(1,3-thiazol-2-yl)acetamide S1C(=NC=C1)NC(C)=O